C12(CCC(CC1)O2)[C@@H]2CN1C=3C(=C(SC3C(N2)=O)C=2C=NNC2)CC(C1)(F)F (S)-7-(7-oxabicyclo[2.2.1]heptan-1-yl)-4,4-difluoro-2-(1H-pyrazol-4-yl)-4,5,7,8-tetrahydro-3H-1-thia-5a,8-diazabenzo[cd]azulen-9(6H)-one